FC(C1=C(C=CC(=C1)C(F)(F)F)[C@@H](C)N1N=CC(=C1)NC(=O)C=1N=C(OC1)C1=NC=CC=C1)(F)F (R)-N-(1-(1-(2,4-bis(trifluoromethyl)phenyl)ethyl)-1H-pyrazol-4-yl)-2-(pyridin-2-yl)oxazole-4-carboxamide